1-[2,4-dimethyl-5-(2-oxooxazolidin-3-yl)phenyl]-3-[(1S)-1-(2-pyrimidin-2-yl-1,2,4-triazol-3-yl)ethyl]urea CC1=C(C=C(C(=C1)C)N1C(OCC1)=O)NC(=O)N[C@@H](C)C=1N(N=CN1)C1=NC=CC=N1